1-(3-cyano-6-(1-methyl-1H-pyrazol-4-yl)pyrazolo[1,5-a]pyridin-4-yl)-N-((6-(4-fluoro-1H-pyrazol-1-yl)pyridin-3-yl)methyl)azetidine-3-carboxamide C(#N)C=1C=NN2C1C(=CC(=C2)C=2C=NN(C2)C)N2CC(C2)C(=O)NCC=2C=NC(=CC2)N2N=CC(=C2)F